N-methyl-N-(3-methylphenyl)benzamide CN(C(C1=CC=CC=C1)=O)C1=CC(=CC=C1)C